benzoic acid aluminum dibromide [Al](Br)Br.C(C1=CC=CC=C1)(=O)O